(R,Z)-3-(6'-hydroxy-2',4',6'-trimethyl-7'-oxo-6',7'-dihydrospiro[cyclopropane-1,5'-inden]-3'-yl)acrylaldehyde O[C@@]1(C2(C(=C3C(=C(C=C3C1=O)C)\C=C/C=O)C)CC2)C